4-(5-amino-1,3,4-thiadiazol-2-yl)cyclohexan-1-ol NC1=NN=C(S1)C1CCC(CC1)O